ClC1=CC(=C(C=C1)[C@@H](C)NC1=CC(=NC=2N1N=CC2)N2CCC(CC2)[C@@H]2CN(CCC2)C2CC(C2)(C(=O)O)C)F (1R,3r)-3-((R)-1'-(7-(((R)-1-(4-chloro-2-fluorophenyl)ethyl)amino)pyrazolo[1,5-a]pyrimidin-5-yl)-[3,4'-bipiperidin]-1-yl)-1-methylcyclobutane-1-carboxylic acid